tert-butyl 1'-benzyl-3'-fluoro-2H,2'H,3H,3'H,6H,6'H-[4,4'-bipyridine]-1-carboxylate C(C1=CC=CC=C1)N1CC(C(=CC1)C=1CCN(CC1)C(=O)OC(C)(C)C)F